C1(CCCC1)OCC=1C=C(N)C=C(C1C1=NC(=C(C(=C1)OC)C)OC)C 3-((cyclopentyloxy)methyl)-4-(4,6-dimethoxy-5-methylpyridin-2-yl)-5-methylaniline